NC1=CC2=C(OCC(N2)=O)C=C1F 6-amino-7-fluoro-2H-benzo[b][1,4]oxazine-3(4H)-one